di(2-ethyl-hexyl) terephthalate C(C1=CC=C(C(=O)OCC(CCCC)CC)C=C1)(=O)OCC(CCCC)CC